C1CO[C@@H]2[C@H](O[C@@H]([C@H]2O1)CO)CO 2,5-anhydro-3,4-O-(1,2-ethanediyl)mannitol